tert-butyl 2-((3-(4-(trifluoromethyl)benzyl)-1,2,4-oxadiazol-5-yl)methyl)acrylate FC(C1=CC=C(CC2=NOC(=N2)CC(C(=O)OC(C)(C)C)=C)C=C1)(F)F